C(C)(C)(C)OC(=O)N1CCC(CC1)OC1=NC=C(C=C1)N.C(C)N(CC)CC1=CC=C(C=C)C=C1 4-(N,N-diethylamino)methyl-styrene tert-butyl-4-[(5-amino-2-pyridyl)oxy]piperidine-1-carboxylate